2-(2-Chloro-5-(2-hydroxypropan-2-yl)-8-oxothieno[2',3':4,5]pyrrolo[1,2-d][1,2,4]triazin-7(8H)-yl)-N-cyclopropylacetamide ClC1=CC2=C(C=C3N2C(=NN(C3=O)CC(=O)NC3CC3)C(C)(C)O)S1